CC1=CC2=C(C(C(=CO2)S(=O)(=O)C2=C(C=CC=C2)C(F)(F)F)=O)C=C1 7-methyl-3-((2-trifluoromethylphenyl)sulfonyl)-4H-benzopyran-4-one